BrC=1C=C2C=CN=C(C2=CC1)NC(OC(C)(C)C)=O Tert-butyl (6-bromoisoquinolin-1-yl)carbamate